2-(2-chloro-4-phenyl-3-pyridinyl)-4,5,6,7-tetrahydro-1H-benzimidazole ClC1=NC=CC(=C1C1=NC2=C(N1)CCCC2)C2=CC=CC=C2